(S)-N-[(1R)-1-(6-cyano-3-fluoropyridin-2-yl)ethyl]-2-methylpropane-2-sulfinamide C(#N)C1=CC=C(C(=N1)[C@@H](C)N[S@@](=O)C(C)(C)C)F